C(C1=CC=CC=C1)OC(=O)N1C(C(CCC1)CN[C@H]1[C@@H](C1)C1=CC=CC=C1)F fluoro-3-(((trans-2-phenylcyclopropyl)amino)methyl)piperidine-1-carboxylic acid benzyl ester